OCC(C1=CC=C(C=C1)OC(F)(F)F)NC(CCC1=NC=2C(=NC=CC2)N1CC1=CC=C(C=C1)OC(F)(F)F)=O N-[2-Hydroxy-1-(4-trifluoromethoxy-phenyl)-ethyl]-3-[3-(4-trifluoromethoxy-benzyl)-3H-imidazo[4,5-b]pyridin-2-yl]-propionamide